FC(OC1=CC=C(C=C1)C#CC(C)=NO)(F)F 4-[4-(trifluoromethoxy)phenyl]but-3-yne-2-one oxime